ClC1=C(C(=NC=N1)N(C)C)[N+](=O)[O-] 6-chloro-N,N-dimethyl-5-nitropyrimidine-4-amine